methyl (((6-hydroxy-5'-methyl-4-pentyl-1',2',3',4'-tetrahydro-[1,1'-biphenyl]-2-yl)oxy)methyl)(4-nitrophenyl)carbamate OC1=CC(=CC(=C1C1CCCC(=C1)C)OCN(C(OC)=O)C1=CC=C(C=C1)[N+](=O)[O-])CCCCC